C1(CC2C(CC1)O2)COC(=O)C2CC1C(CC2)O1.C(CCCCCCCCCCCCCCCCCCCCC(=O)O)(=O)O docosanedioic acid 3,4-epoxycyclohexylmethyl-3,4-epoxycyclohexanecarboxylate